N-((1-(2-(2,6-dioxopiperidin-3-yl)-1-oxoisoindolin-5-yl)piperidin-4-yl)methyl)-4-((8-ethoxy-7-(1H-pyrazol-4-yl)-[1,2,4]triazolo[1,5-a]pyridin-2-yl)amino)-3-methylbenzenesulfonamide O=C1NC(CCC1N1C(C2=CC=C(C=C2C1)N1CCC(CC1)CNS(=O)(=O)C1=CC(=C(C=C1)NC1=NN2C(C(=C(C=C2)C=2C=NNC2)OCC)=N1)C)=O)=O